1-butyl-3-(2-ethylhexyl)imidazole di(2-ethylhexyl)phosphate C(C)C(COP(=O)(OCC(CCCC)CC)O)CCCC.C(CCC)N1CN(C=C1)CC(CCCC)CC